C1(=CC=CC=C1)C(C1=CC=C2C=CC=NC2=C1O)NC=1SC=CN1 7-[phenyl(thiazol-2-ylamino)methyl]quinolin-8-ol